3-(4-(5-(tert-butoxycarbonyl)pyrimidin-2-yl)phenyl)propionic acid C(C)(C)(C)OC(=O)C=1C=NC(=NC1)C1=CC=C(C=C1)CCC(=O)O